ClC=1C(=C(OC2=NC=NC3=CC=C(C=C23)N2CCN(CC2)C(=O)OC(C)(C)C)C=CC1Cl)F tert-Butyl 4-(4-(3,4-dichloro-2-fluorophenoxy)quinazolin-6-yl)piperazine-1-carboxylate